COC1=CC=C(CC(CC(=O)O)=C)C=C1 3-(4-methoxybenzyl)but-3-enoic acid